1-[5-methoxy-3-(trifluoromethyl)pyrazin-2-yl]Methylamine COC=1N=C(C(=NC1)CN)C(F)(F)F